7-[(2-amino-3-chloro-4-pyridinyl)thio]-4-[(3S,4S)-4-amino-3-methyl-2-oxa-8-azaspiro[4.5]dec-8-yl]-6-methyl-pyrazolo[1,5-a]pyrazine-2-methanol NC1=NC=CC(=C1Cl)SC1=C(N=C(C=2N1N=C(C2)CO)N2CCC1([C@@H]([C@@H](OC1)C)N)CC2)C